N1C=CCC=C1 1,4-dihydro-pyridin